ClC=1C=C(C=2N(N1)C(=NN2)C(C)CC)Cl 6,8-dichloro-3-sec-butyl-[1,2,4]triazolo[4,3-b]pyridazine